CS(=O)(=O)N1CCC2(CC(NC2=O)CCN2CCN(CC2)C2=CC=CC=C2)CC1 8-(methylsulfonyl)-3-(2-(4-phenylpiperazin-1-yl)ethyl)-2,8-diazaspiro[4.5]decan-1-one